ClC=1C(=NC=C(C1[C@@H](C)OC=1C=C2C(=NNC2=CC1)C=1C=NN(C1)C1CCNCC1)Cl)C 5-[(1R)-1-(3,5-dichloro-2-methyl-4-pyridyl)ethoxy]-3-[1-(4-piperidyl)pyrazol-4-yl]-1H-indazole